N-(1,3-Dimethylbutyl)-N'-(4-cumylphenyl)-p-phenylenediamin CC(CC(C)C)NC1=CC=C(C=C1)NC1=CC=C(C=C1)C(C)(C)C1=CC=CC=C1